C(C)(=O)OC[C@H]1O[C@@H]([C@@H]([C@@H]1OC(C)=O)OC(C)=O)N1C=NC=2C1=NC(=C(C2Cl)C#N)Cl |&1:7| [(2R,3R,4R,SR)-3,4-diacetoxy-5-(5,7-dichloro-6-cyano-imidazo[4,5-b]pyridin-3-yl)tetrahydrofuran-2-yl]methyl acetate